O=C(CCCCCCC(=O)N)CC 8-oxodecanamide